C1(CC1)CNC(=O)N[C@@H]1CCC=2C1=CC(=C1C=C(N=CC21)C2CC2)S(NCC(C)(C)F)(=O)=O 1-(cyclopropylmethyl)-3-[(7R)-3-cyclopropyl-5-[(2-fluoro-2-methylpropyl)sulfamoyl]-8,9-dihydro-7H-cyclopenta[H]isoquinolin-7-yl]urea